benzoisoxazole-d O1N=C(C2=C1C=CC=C2)[2H]